2-(2,2-diphenylethyl)cyclohexanone C1(=CC=CC=C1)C(CC1C(CCCC1)=O)C1=CC=CC=C1